C(#N)C1=CC(=CC2=C1SC(=C2)N2N=CC(=C2)C(=O)OCC)C(C)C ethyl 1-(7-cyano-5-isopropylbenzo[b]thiophen-2-yl)-1H-pyrazole-4-carboxylate